N-(4-chlorophenyl)-2-(2-(cyclobutanecarbonyl)-2-azaspiro[3.3]heptan-6-yl)-2-methylpropanamide ClC1=CC=C(C=C1)NC(C(C)(C)C1CC2(CN(C2)C(=O)C2CCC2)C1)=O